2',5'-dimethoxy-[1,1'-biphenyl]-4-carbaldehyde COC1=C(C=C(C=C1)OC)C1=CC=C(C=C1)C=O